ClC=1N=C2C(=NC1)NC=C2C2=NC(=C(C(=N2)N[C@@H]2[C@H](C1CCC2CC1)C(=O)OCC)F)C=1SC=CC1 (2S,3S)-ethyl 3-((2-(2-chloro-5H-pyrrolo[2,3-b]pyrazin-7-yl)-5-fluoro-6-(thiophen-2-yl) pyrimidin-4-yl)amino)bicyclo[2.2.2]octane-2-carboxylate